NC1=NN(C=C1)C=1C(=C(C#N)C=CC1)C(F)(F)F (3-amino-1H-pyrazol-1-yl)-2-trifluoromethylbenzonitrile